tert-Butyl (1-((2-(2,6-dioxopiperidin-3-yl)-1,3-dioxoisoindolin-4-yl)oxy)-2-oxo-6,9,12,15,18,21,24,27,30-nonaoxa-3-azadotriacontan-32-yl)carbamate O=C1NC(CCC1N1C(C2=CC=CC(=C2C1=O)OCC(NCCOCCOCCOCCOCCOCCOCCOCCOCCOCCNC(OC(C)(C)C)=O)=O)=O)=O